5-(3-(3,3-dimethylbutoxy)phenyl)-4-(2-methyl-6-(trifluoromethyl)phenyl)thiazol-2-amine CC(CCOC=1C=C(C=CC1)C1=C(N=C(S1)N)C1=C(C=CC=C1C(F)(F)F)C)(C)C